4-(7-Methyl-2-((7-methyl-[1,2,4]triazolo[1,5-a]pyridin-6-yl)amino)-8-oxo-7,8-Dihydro-9H-purin-9-yl)tetrahydro-2H-pyran-4-carboxamide CN1C(N(C2=NC(=NC=C12)NC=1C(=CC=2N(C1)N=CN2)C)C2(CCOCC2)C(=O)N)=O